C(C)OC=1C(=C(C(=C2C=NNC12)C1=CC=2N(C=C1)N=C(C2)NC(=O)[C@H]2[C@H](C2)F)CC)F (1S,2S)-N-(5-(7-ethoxy-5-ethyl-6-fluoro-1H-indazol-4-yl)pyrazolo[1,5-a]pyridin-2-yl)-2-fluorocyclopropane-1-carboxamide